(1S,2R)-2-(((R)-(4-isopropylphenyl)(2-oxo-1,2,3,4-tetrahydroquinolin-8-yl)methyl)carbamoyl)cyclopentane-1-carboxylic acid C(C)(C)C1=CC=C(C=C1)[C@H](C=1C=CC=C2CCC(NC12)=O)NC(=O)[C@H]1[C@H](CCC1)C(=O)O